ClC1=CC(=C(C=C1)S(=O)(=O)N[C@@H]([C@H](C)C1=C(C(=CC=C1F)C=1C=NC(=CC1)Cl)C)C=1OC(NN1)=O)OC 4-chloro-N-((1S,2R)-2-(3-(6-chloropyridin-3-yl)-6-fluoro-2-methylphenyl)-1-(5-oxo-4,5-dihydro-1,3,4-oxadiazol-2-yl)propyl)-2-methoxybenzenesulfonamide